N-(3-methyl-4-(4,4,5,5-Tetramethyl-1,3,2-dioxaborolan-2-yl)phenyl)methacrylamide CC=1C=C(C=CC1B1OC(C(O1)(C)C)(C)C)NC(C(=C)C)=O